NCCCP(OCC)(OCC)=O diethyl 3-aminopropan-1-ylphosphonate